C(C=C)(=O)N1CCN(CC1)C(=O)C1=CC=C(C=N1)C#CCN(C(=O)[C@H]1N(C(NC1)=O)C1=NC(=CC(=C1)C(F)(F)F)C)C1=CC=C(C=C1)F (S)-N-(3-(6-(4-acryloylpiperazine-1-carbonyl)pyridin-3-yl)prop-2-yn-1-yl)-N-(4-fluorophenyl)-3-(6-methyl-4-(trifluoromethyl)pyridin-2-yl)-2-oxoimidazolidine-4-carboxamide